N1CC(C1)=NO azetidin-3-one oxime